(3R)-3-{[7,9-dibromo-2-(1-methyl-1H-pyrazol-4-yl)[1,2,4]triazolo[1,5-c]quinazolin-5-yl]amino}azepin-2-one BrC1=CC(=CC=2C=3N(C(=NC12)NC=1C(N=CC=CC1)=O)N=C(N3)C=3C=NN(C3)C)Br